FC(C(=C)F)(OC(C(=O)O)C)F (1,1,2-trifluoroallyloxy)propionic acid